2-(1H-indol-5-yl)-10-(2-morpholinoethyl)-8-(2-(trifluoromethyl)-1H-indol-5-yl)-10H-phenoxazine N1C=CC2=CC(=CC=C12)C1=CC=2N(C3=CC(=CC=C3OC2C=C1)C=1C=C2C=C(NC2=CC1)C(F)(F)F)CCN1CCOCC1